C(C)(=O)OCCCCCCC\C=C/C=C/CCC (Z,E)-8,10-Tetradecadienyl acetate